COC1=C(CNC=2C3=C(N=CN2)C(=CS3)C=3C=NNC3)C=CC(=C1)OC 4-(4-((2,4-dimethoxybenzyl)amino)thieno[3,2-d]pyrimidin-7-yl)-1H-pyrazole